C1=CC=C(C=2SC3=C(C21)C=CC=C3)C3=C2C=CC=CC2=C(C2=CC=CC=C32)C3=CC=C(C#N)C=C3 4-(10-(dibenzo[b,d]thiophen-4-yl)anthracene-9-yl)benzonitrile